3-(6-bromo-3,4-dihydroquinolin-1(2H)-yl)-5-(1-ethyl-1H-pyrazol-3-yl)-1,2,4-oxadiazole BrC=1C=C2CCCN(C2=CC1)C1=NOC(=N1)C1=NN(C=C1)CC